FC=1C(=C(C=C(C1)F)C1CCN(CC1)C(CN1N=C(C2=C1CCC2)C(=O)N2C[C@H](O[C@H](C2)C)C)=O)OC 1-[4-(3,5-Difluoro-2-methoxyphenyl)piperidin-1-yl]-2-{3-[(2R,6S)-2,6-dimethylmorpholin-4-carbonyl]-5,6-dihydrocyclopenta[c]pyrazol-1(4H)-yl}ethan-1-on